FC1=C(N)C=CC(=C1)OC1=NC=CC(=C1)C1=NC(=NO1)C 2-fluoro-4-{[4-(3-methyl-1,2,4-oxadiazol-5-yl)pyridin-2-yl]oxy}aniline